tert-butyl N-[3-(3-methoxy-4-nitro-pyrazol-1-yl)propoxy]-N-methyl-carbamate COC1=NN(C=C1[N+](=O)[O-])CCCON(C(OC(C)(C)C)=O)C